methyl 5-(1-aminoisoquinolin-5-yl)-3-(2-(2-ethoxy-2-oxoethyl)-3-methylphenoxy)-2,3-dihydrospiro[indene-1,4'-piperidine]-1'-carboxylate NC1=NC=CC2=C(C=CC=C12)C=1C=C2C(CC3(CCN(CC3)C(=O)OC)C2=CC1)OC1=C(C(=CC=C1)C)CC(=O)OCC